NC1=C2N=CN(C2=NC(=N1)F)[C@H]1C[C@@H]([C@@](O1)(C=C=C)CO)O (2R,3S,5R)-5-(6-amino-2-fluoro-9H-purin-9-yl)-2-(hydroxymethyl)-2-(propa-1,2-dien-1-yl)tetrahydrofuran-3-ol